2-bromo-4-chlorotoluene BrC1=C(C)C=CC(=C1)Cl